C(#N)C1=C(SC2=C1CN(CC2)CC21CC(C2)(C1)F)NC(CC1=CC=C(C=C1)S(N)(=O)=O)=O N-(3-Cyano-5-((3-fluorobicyclo[1.1.1]pentan-1-yl)methyl)-4,5,6,7-tetrahydrothieno[3,2-c]pyridin-2-yl)-2-(4-sulfamoylphenyl)acetamid